S(O)(O)=O.NC(=N)N guanidine bisulphite